3-(3-Methyloxetan-3-yl)benzaldehyde CC1(COC1)C=1C=C(C=O)C=CC1